1-[4-(4-{2-[(2,3-dihydro-1H-inden-2-yl)amino]pyrimidin-5-yl}-(2-oxo-2-{1H,4H,5H,6H,7H-[1,2,3]triazolo[4,5-c]pyridin-5-yl}ethyl)-1H-pyrazol-3-yl)piperidin-1-yl]-2-hydroxyethan-1-one C1C(CC2=CC=CC=C12)NC1=NC=C(C=N1)C=1C(=NN(C1)CC(N1CC2=C(CC1)NN=N2)=O)C2CCN(CC2)C(CO)=O